COC1=C(C=CC=C1)NC(=S)NC1=C(C=CC=C1)OC N,N'-bis(2-methoxyphenyl)thiourea